The molecule is a member of the class of chromones that is chromone which is substituted by a 2-phenylethyl group at position 2. It is found in agarwood, a fragrant resinous heartwood obtained from certain trees in the genus Aquilaria. It has a role as a plant metabolite. It is a member of chromones and a member of benzenes. It derives from a chromone. C1=CC=C(C=C1)CCC2=CC(=O)C3=CC=CC=C3O2